(1S,3R,4S)-2-(2-(3-chlorophenyl)-2,2-difluoroacetyl)-5,5-difluoro-N-((R)-4-fluoro-3-oxo-1-((R)-2-oxopyrrolidin-3-yl)butan-2-yl)-2-azabicyclo[2.2.2]octane-3-carboxamide ClC=1C=C(C=CC1)C(C(=O)N1[C@@H]2CC([C@H]([C@@H]1C(=O)N[C@H](C[C@@H]1C(NCC1)=O)C(CF)=O)CC2)(F)F)(F)F